N-(2,4,6-trimethylphenyl)acetamide CC1=C(C(=CC(=C1)C)C)NC(C)=O